C(C1=CC=CC=C1)OCN1C(N(C=CC1=O)[C@@H]1O[C@@H]([C@H]([C@H]1OC)O[Si](C)(C)C(C)(C)C)CO)=O 3-((benzyloxy)methyl)-1-((2R,3R,4R,5R)-4-((tert-butyldimethylsilyl)oxy)-5-(hydroxymethyl)-3-methoxytetrahydrofuran-2-yl)pyrimidine-2,4(1H,3H)-dione